BrC1=NN(C(=C1)CC(C)C)C1=CC(=CC=C1)OCC 3-Bromo-1-(3-ethoxyphenyl)-5-isobutyl-1H-pyrazole